C(C)(CC)OC1=CC2=C(CN(CCC2)C2=CC(=CC(=C2)C)C)C=C1 4-(7-(sec-butoxy)-1,3,4,5-tetrahydro-2H-benzo[c]azepine-2-yl)-2,6-dimethylbenzene